1-((((6-(2-Chloro-3-(3-chloro-2-(4-((((1-hydroxycyclopropyl)methyl)amino)methyl)-3-methoxyphenyl)pyridin-4-yl)phenyl)-2-methoxypyridin-3-yl)methyl)amino)methyl)cyclopropan-1-ol ClC1=C(C=CC=C1C1=C(C(=NC=C1)C1=CC(=C(C=C1)CNCC1(CC1)O)OC)Cl)C1=CC=C(C(=N1)OC)CNCC1(CC1)O